5-methoxy-7-vinylbenzo[d]thiazole COC=1C=C(C2=C(N=CS2)C1)C=C